N1=C(C=CC=C1)C1=NC=CC=C1C1=NC=CC=C1.[Fe] iron ter-pyridine